FCC(O)C1=NC=CC=C1 2-fluoro-1-(pyridin-2-yl)ethan-1-ol